4-(3-oxetanyl)piperazine O1CC(C1)N1CCNCC1